BrC1=CC=C2C(=CNC2=C1OC)S(=O)(=O)NC1=NC=C(C(=N1)OC)CC(F)F 6-bromo-N-[5-(2,2-difluoroethyl)-4-methoxy-pyrimidin-2-yl]-7-methoxy-1H-indole-3-sulfonamide